C12CNCC(C1C1=C3CN(C(C3=C(C=C1F)F)=O)C1CNCCC1)C2 3-(4-(3-Azabicyclo[3.1.1]heptane-6-yl)-5,7-difluoro-1-oxoisoindoline-2-yl)piperidine